C(C)(C)NCC(COC1=CC=CC2=CC=CC=C12)O 1-(isopropylamino)-3-(naphthalen-1-yloxy)propan-2-ol